2-(Dimethylamino)-2-oxoethyl (2S)-2-amino-3-{3-[3-(3-fluorophenoxy)-3-phenylazetidin-1-sulfonyl]phenyl}propanoate monohydrochloride Cl.N[C@H](C(=O)OCC(=O)N(C)C)CC1=CC(=CC=C1)S(=O)(=O)N1CC(C1)(C1=CC=CC=C1)OC1=CC(=CC=C1)F